Methyl (2-((2S,3R,4S,5R)-5-((((benzyloxy)carbonyl)amino)methyl)-3,4-dihydroxytetrahydrofuran-2-yl)acetyl)glycylglycylglycylglycinate C(C1=CC=CC=C1)OC(=O)NC[C@@H]1[C@H]([C@H]([C@@H](O1)CC(=O)NCC(=O)NCC(=O)NCC(=O)NCC(=O)OC)O)O